methyl 5-hydroxy-3-oxo-4'-(trifluoromethyl)-1,2,3,6-tetrahydro-[1,1'-biphenyl]-4-carboxylate OC1=C(C(CC(C1)C1=CC=C(C=C1)C(F)(F)F)=O)C(=O)OC